C(C=C)(=O)N1C[C@@H](N(CC1)C=1C2=C(N(C(N1)=O)C1=C(C=CC=C1)S(=O)(=O)C)N=C(C(=C2)F)Cl)C (S)-4-(4-acryloyl-2-methylpiperazin-1-yl)-7-chloro-6-fluoro-1-(2-(methylsulfonyl)phenyl)pyridino[2,3-d]pyrimidin-2(1H)-one